C(C)(C)OC(=O)N1CCN(CC1)C1=NC=2N(C=C1)N=CC2C2=CC=NC=C2 4-(3-(pyridin-4-yl)pyrazolo[1,5-a]pyrimidin-5-yl)piperazine-1-carboxylic acid isopropyl ester